FC(CN1C(=NC2=C1C=C(C=C2)C2=CNC=1N=C(N=CC12)NC1CCC(CC1)(C)NC(C)=O)C)F N-((1r,4r)-4-((5-(1-(2,2-difluoroethyl)-2-methyl-1H-benzo[d]imidazol-6-yl)-7H-pyrrolo[2,3-d]pyrimidin-2-yl)amino)-1-methylcyclohexyl)acetamide